(1R,2S,5S)-N-[(1S)-1-cyano-2-[(6R)-5-oxo-4-azaspiro[2.4]heptan-6-yl]ethyl]-6,6-dimethyl-3-azabicyclo[3.1.0]hexane-2-carboxamide C(#N)[C@H](C[C@H]1C(NC2(CC2)C1)=O)NC(=O)[C@@H]1[C@H]2C([C@H]2CN1)(C)C